COC=1C=C(C=CC1OC)C1CC(CC(C1)=O)=O 5-(3,4-dimethoxyphenyl)-1,3-cyclohexanedione